4-(5-(2-fluorophenyl)-2H-indazol-2-yl)piperidine-1-carboxylic acid tert-butyl ester C(C)(C)(C)OC(=O)N1CCC(CC1)N1N=C2C=CC(=CC2=C1)C1=C(C=CC=C1)F